O1N=COC=CC1 7H-1,4,2-dioxaazepin